CN1N=NC(=C1)C1=NN2C=NC=3C=CC=CC3C2=N1 2-(1-methyl-1H-1,2,3-triazol-4-yl)[1,2,4]triazolo[1,5-c]quinazolin